(2-acetyl-5-chlorophenyl)-6-methoxy-2-(4-methoxybenzyl)pyridazin-3(2H)-one C(C)(=O)C1=C(C=C(C=C1)Cl)C=1C(N(N=C(C1)OC)CC1=CC=C(C=C1)OC)=O